CC(C#CC1=CC2=C(N=C(S2)N)C=C1)(C)C 6-(3,3-Dimethylbut-1-ynyl)-1,3-benzothiazol-2-amine